Cl.NC1(CCC1)C1=CC=C(C(=O)NC2=CC=3NC4=CC(=C(C=C4C3C=C2)F)F)C=C1 4-(1-aminocyclobutyl)-N-(6,7-difluoro-9H-carbazol-2-yl)benzamide hydrochloride